N1(NCC=C1)C(=O)N dihydro-1H-pyrazol-1-carboxamide